OC(C)C=1C(=NC(=CC1)N1C=NC2=C1C=CC(=C2)NC=2N=NC(=CC2)C)C2=C(OC=C2)C#N 3-[3-(1-hydroxyethyl)-6-[5-[(6-methylpyridazin-3-yl)amino]benzimidazol-1-yl]-2-pyridyl]furan-2-carbonitrile